C(C)(C)(C)OC(=O)N1CC(C1)OC=1C(=NC=C(C(=O)OC)C1)C(F)(F)F methyl 5-((1-(tert-butoxycarbonyl)azetidin-3-yl)oxy)-6-(trifluoromethyl)nicotinate